C(CC)C1=CSC=2CNC[C@H](C21)C=2C=C(C(=CC2)O)O (S)-4-(3-propyl-4,5,6,7-tetrahydrothieno[2,3-c]pyridin-4-yl)benzene-1,2-diol